2-tert-butyl-N-[[4-[6-[4-[[4-[4-[(2,6-dioxo-3-piperidyl)amino]phenyl]-1-piperidyl]methyl]phenyl]pyrrolo[2,1-f][1,2,4]triazin-4-yl]-2-methyl-phenyl]methyl]oxazole-5-carboxamide C(C)(C)(C)C=1OC(=CN1)C(=O)NCC1=C(C=C(C=C1)C1=NC=NN2C1=CC(=C2)C2=CC=C(C=C2)CN2CCC(CC2)C2=CC=C(C=C2)NC2C(NC(CC2)=O)=O)C